(E)-2,6-diamino-5-(phenyldiazenyl)pyridin-3-ol trifluoroacetate FC(C(=O)O)(F)F.NC1=NC(=C(C=C1O)\N=N\C1=CC=CC=C1)N